ClCCCCCCCCC/C=C/CCO (3E)-13-chloro-3-tridecen-1-ol